FC(C(=O)[O-])(F)F.CN(C=1C=CC2=CC3=CC=C(C=C3[NH+]=C2C1)N(C)C)C 3,6-bis(dimethylamino)acridinium trifluoroacetate